BrCC(=O)C=1C=C2C=CC=CN2C1 2-bromo-1-(indolizin-2-yl)ethan-1-one